((1R)-1-(2-methyl-3-oxo-3-((3-(trifluoromethyl)benzyl)amino)propionamido)-2-(p-tolyl)ethyl)boric acid CC(C(=O)N[C@@H](CC1=CC=C(C=C1)C)OB(O)O)C(NCC1=CC(=CC=C1)C(F)(F)F)=O